tert-butyl-2-amino-7,8-dihydro-1,6-naphthyridine [2-(2-trimethylsilylethynyl)-3-pyridyl]acetate C[Si](C#CC1=NC=CC=C1CC(=O)O)(C)C.C(C)(C)(C)C=1C(=NC=2CCN=CC2C1)N